ClC1=NC(=C(C=C1C(=O)NS(=O)(=O)C1=NC(=CC=C1)NCCC[C@@H]1CNC(C1)(C)C)[Si](C)(C)C)Cl 2,6-Dichloro-N-[[6-[3-[(3S)-5,5-dimethylpyrrolidin-3-yl]propylamino]-2-pyridyl]sulfonyl]-5-trimethylsilyl-pyridine-3-carboxamide